NC[C@H](CC(=O)O)C[C@H](C)OC(C)(C)C (3s,5s)-3-aminomethyl-5-tert-butoxy-hexanoic acid